methyl-m-phenylenediamine formate C(=O)O.CNC=1C=C(C=CC1)N